O1CC=CC2=CC(=CC=C12)C#N chromene-6-carbonitrile